4-(4-dibenzofuranyl)-N-[4-(1-naphthyl)phenyl]aniline C1=CC=C(C=2OC3=C(C21)C=CC=C3)C3=CC=C(NC2=CC=C(C=C2)C2=CC=CC1=CC=CC=C21)C=C3